ClC1=C(C=CC=C1)C1=CC=2N(C(N(C(C2S1)=O)C1=CN=CC2=CC=CC=C12)=O)CCC#N 3-(6-(2-chlorophenyl)-3-(isoquinolin-4-yl)-2,4-dioxo-3,4-dihydrothieno[3,2-d]pyrimidin-1(2H)-yl)propanenitrile